2-chloro-6-n-propoxybenzyl bromide ClC1=C(CBr)C(=CC=C1)OCCC